(3S,3aS,5R)-3,8-dimethyl-5-prop-1-en-2-yl-1,2,3,3a,4,5,6,7-octahydroazulene C[C@H]1CCC2=C(CC[C@H](C[C@@H]12)C(=C)C)C